C(C)(=O)N1CC2(C1)N(C(CN(C2=O)C2=C(C=C(C=C2)Cl)F)=O)[C@H](C)C2=CC=C(C=C2)C(F)(F)F (R)-2-acetyl-8-(4-chloro-2-fluorophenyl)-5-(1-(4-(trifluoromethyl)phenyl)-ethyl)-2,5,8-triazaspiro-[3.5]nonane-6,9-dione